Tert-butyl 11-chloro-9-fluoro-10-(2-fluoro-6-((4-methoxybenzyl) oxy) phenyl)-5-oxo-1,4,5,6-tetrahydrobenzo[f]pyrido[3,4-c][1,7]naphthyridine-3(2H)-carboxylate ClC=1C(=C(C2=C(C=3C4=C(C(NC3C=N2)=O)CN(CC4)C(=O)OC(C)(C)C)C1)F)C1=C(C=CC=C1OCC1=CC=C(C=C1)OC)F